ClC=1C=C(C=C(C1OC1=CN(C(C=C1)=O)C1=CC(=CC=C1)OC(F)(F)F)Cl)N1N=C(C(NC1=O)=O)CF 2-(3,5-dichloro-4-((6-oxo-1-(3-(trifluoromethoxy)phenyl)-1,6-dihydropyridin-3-yl)oxy)phenyl)-6-(fluoromethyl)-1,2,4-triazine-3,5(2H,4H)-dione